(3-chloro-2,4-dimethyl-5,7-dihydropyrrolo[3,4-b]pyridin-6-yl)-[(3R)-1-(6-methoxypyrimidin-4-yl)pyrrolidin-3-yl]methanone ClC=1C(=C2C(=NC1C)CN(C2)C(=O)[C@H]2CN(CC2)C2=NC=NC(=C2)OC)C